ethylene glycol di(3,4-epoxycyclohexylmethyl) ether C1(CC2C(CC1)O2)COCCOCC2CC1C(CC2)O1